Theanine (gamma-glutamyl-ethylamide) N[C@@H](CCC(=O)N(C([C@@H](N)CCC(=O)NCC)=O)CC)C(=O)O